C1(CC1)CN1C=C(C(C(=C1)C1=NC=C(C=C1)C)=O)C(=O)OCC ethyl 1-(cyclopropylmethyl)-5-(5-methyl-2-pyridyl)-4-oxopyridine-3-carboxylate